1-methyl-3-[3-(oxetan-3-ylmethoxy)-4-phenoxyphenyl]urea CNC(=O)NC1=CC(=C(C=C1)OC1=CC=CC=C1)OCC1COC1